nonadecyl-carbonyl chloride C(CCCCCCCCCCCCCCCCCC)C(=O)Cl